1-{4-[(1R)-1-{[2-(benzyloxy)ethyl]amino}ethyl]-2,6-dimethoxyphenyl}ethane-1-one hydrochloride Cl.C(C1=CC=CC=C1)OCCN[C@H](C)C1=CC(=C(C(=C1)OC)C(C)=O)OC